Cl.Cl.NC1=CC=C2CN(C=C21)C=2N=NC(=CN2)C2=C(C=C(C=C2)C=2C=NNC2)O 2-{3-[(3ar,4s,6as)-4-aminocyclopenta[c]pyrrol-2(1H)-yl]-1,2,4-triazin-6-yl}-5-(1H-pyrazol-4-yl)phenol dihydrochloride